ClC1=C(C=C(O[C@@H]2[C@@](CN(C2)S(=O)(=O)C2=C(C#N)C=C(C=C2)C(F)(F)F)(CO)O)C=C1)F 2-(((3r,4s)-4-(4-chloro-3-fluorophenoxy)-3-hydroxy-3-(hydroxymethyl)pyrrolidin-1-yl)sulfonyl)-5-(trifluoromethyl)benzonitrile